ClC=1C=NC=C(C1C(C)OC=1C=C2C(=NN(C2=CC1)C1OCCCC1)C1=NC2C(N1)CN(C2)C(=O)OC(C)(C)C)Cl tert-butyl 2-(5-(1-(3,5-dichloropyridin-4-yl) ethoxy)-1-(tetrahydro-2H-pyran-2-yl)-1H-indazol-3-yl)-3a,4,6,6a-tetrahydropyrrolo[3,4-d]imidazole-5(1H)-carboxylate